BrC=1C=NC=2N(C1N(C(OC(C)(C)C)=O)C(=O)OC(C)(C)C)N=CC2C#N tert-butyl (6-bromo-3-cyanopyrazolo[1,5-a]pyrimidin-7-yl)(tert-butoxycarbonyl)carbamate